C(#N)C=1C=C(C=CC1)C=1C(=CC(=C(C1)NC(=O)C1=CNC(C=C1C(F)(F)F)=O)N1C[C@H](N([C@H](C1)C)C)C)F |r| N-[5-(3-cyanophenyl)-4-fluoro-2-[rac-(3R,5S)-3,4,5-trimethylpiperazin-1-yl]phenyl]-6-oxo-4-(trifluoromethyl)-1H-pyridine-3-carboxamide